COC1=C(C=CC2=CC=CC=C12)B(O)O 1-METHOXYNAPHTHALENE-2-BORONIC ACID